FC(C(=O)O)(F)F.C(C)(C)OC1=CC=2N(C=C1NC(=O)C1=NC(=CC=C1)C(F)(F)F)C=C(N2)C2CCNCC2 N-[7-isopropoxy-2-(4-piperidyl)imidazo[1,2-a]pyridin-6-yl]-6-(trifluoromethyl)pyridine-2-carboxamide trifluoroacetic acid salt